2-((3-(3,6-difluoro-9H-carbazol-9-yl)-2-hydroxypropyl)amino)-1-propanol FC=1C=CC=2N(C3=CC=C(C=C3C2C1)F)CC(CNC(CO)C)O